CC(C)OC1=C(C(=CC=C1)OC(C)C)C1=C(C=CC=C1)P(C1CCCCC1)C1CCCCC1 [2',6'-di(prop-2-yloxy)biphenyl-2-yl](dicyclohexyl)phosphine